1-pentyl isocyanate C(CCCC)N=C=O